OC(CN(C(CCC(=O)OCCN1CCN(CC1)CCSSCCCN(CC(CCCCCC\C=C/C\C=C/C\C=C/CC)O)CC(CCCCCC\C=C/C\C=C/C\C=C/CC)O)C)CC(CCCCCCCCCC)O)CCCCCCCCCC 2-(4-(2-((3-(Bis((9Z,12Z,15Z)-2-hydroxyoctadeca-9,12,15-trien-1-yl)amino)propyl)disulfaneyl)ethyl)piperazin-1-yl)ethyl 4-(bis(2-hydroxydodecyl)amino)pentanoate